Phenylbis(2,4,5-trimethylbenzoyl)phosphine oxide C1(=CC=CC=C1)P(C(C1=C(C=C(C(=C1)C)C)C)=O)(C(C1=C(C=C(C(=C1)C)C)C)=O)=O